CC1=C(C=C(C(N1C1=CC(=CC=C1)C(F)(F)F)=O)C(=O)NCC=1C=NN(C1)C1=CC=CC=C1)C1=CC=CC=C1 6-methyl-2-oxo-5-phenyl-N-[(1-phenyl-1H-pyrazol-4-yl)methyl]-1-[3-(trifluoromethyl)-phenyl]-1,2-dihydropyridine-3-carboxamide